R-(+)-2,2'-dimethoxy-1,1'-binaphthyl COC1=C(C2=CC=CC=C2C=C1)C1=C(C=CC2=CC=CC=C12)OC